C1(=CC=CC=C1)SC(CCCNS(=O)(=O)C1=CC=C(C=C1)C)CCCC N-(4-(phenylthio)octyl)-4-methylbenzenesulfonamide